methyl (S)-3-cyclopropyl-2-(2-((S)-1-(2,3-difluorobenzyl)-5-oxopyrrolidin-2-yl)-N-ethylacetamido)propanoate C1(CC1)C[C@@H](C(=O)OC)N(C(C[C@H]1N(C(CC1)=O)CC1=C(C(=CC=C1)F)F)=O)CC